3-(6-methylnicotinamido)-2-oxo-pyrrolidine-1-carboxylic acid tert-butyl ester C(C)(C)(C)OC(=O)N1C(C(CC1)NC(C1=CN=C(C=C1)C)=O)=O